ClC1=C(C=CC=C1NC(=O)C=1N(C2=C(CN(CC2)C)N1)C)C1=C(C(=CC=C1)C1=NC(=C(C=C1)CN1CC(C1)CC#N)OC)Cl N-(2,2'-dichloro-3'-(5-((3-(cyanomethyl)azetidin-1-yl)methyl)-6-methoxypyridin-2-yl)-[1,1'-biphenyl]-3-yl)-1,5-dimethyl-4,5,6,7-tetrahydro-1H-imidazo[4,5-c]pyridine-2-carboxamide